(2R,3S,4S)-4-hydroxy-2-[(4-methoxyphenyl)methyl]pyrrolidin-3-yl N-(1H-indazol-7-ylmethyl)carbamate N1N=CC2=CC=CC(=C12)CNC(O[C@H]1[C@H](NC[C@@H]1O)CC1=CC=C(C=C1)OC)=O